C[C@H]1CN(C[C@H](N1)C)C1=CC=CC(=N1)CNC=1C2=C(N=CN1)NC=C2C=2C=NN(C2)C(C)C N-((6-((3S,5R)-3,5-dimethylpiperazin-1-yl)pyridin-2-yl)methyl)-5-(1-isopropyl-1H-pyrazol-4-yl)-7H-pyrrolo[2,3-d]pyrimidin-4-amine